5-methyl-8-(4-(5-methylbenzo[d]oxazol-2-yl)piperidin-1-yl)-6-oxo-3-(pyrrolidin-3-yloxy)-5,6-dihydro-1,5-naphthyridine-2-carbonitrile CN1C=2C=C(C(=NC2C(=CC1=O)N1CCC(CC1)C=1OC2=C(N1)C=C(C=C2)C)C#N)OC2CNCC2